C(CCC)[Cu+].C(C=1C(C(=O)[O-])=CC=CC1)(=O)[O-].[Cu+2] copper (II) phthalate monobutyl-copper (II) salt